C(N)(=O)C=1C(=NN(C1NC(OC(C)(C)C)=O)C(C)C)C1=C(C(=C(C=C1)CC(NC1=CC(=NO1)C12CC(C1)(C2)C(F)(F)F)=O)F)F tert-Butyl (4-carbamoyl-3-(2,3-difluoro-4-(2-oxo-2-((3-(3-(trifluoromethyl)bicyclo[1.1.1]pentan-1-yl)isoxazol-5-yl)amino)ethyl)phenyl)-1-isopropyl-1H-pyrazol-5-yl)carbamate